(S)-tert-Butyl 2-((3-((1-(7-hydroxyquinolin-5-yl)cyclopropyl)carbamoyl)-4-methylphenoxy)methyl)azetidine-1-carboxylate OC1=CC(=C2C=CC=NC2=C1)C1(CC1)NC(=O)C=1C=C(OC[C@H]2N(CC2)C(=O)OC(C)(C)C)C=CC1C